2-(1H-benzo[d]imidazol-2-yl)-N-((R)-1-(5-(trifluoromethyl)pyridin-3-yl)piperidin-3-yl)cyclopropane-1-carboxyamide N1C(=NC2=C1C=CC=C2)C2C(C2)CC(=O)N[C@H]2CN(CCC2)C=2C=NC=C(C2)C(F)(F)F